7-methoxy-[1,2,4]triazolo[1,5-c]quinazolin-5-amine COC1=CC=CC=2C=3N(C(=NC12)N)N=CN3